(9R*)-3-cyclopropyl-9-[(4-ethyl-1,2,4-triazol-3-yl)amino]-N-(2-methyl-propyl)-8,9-dihydro-7H-cyclopenta[h]isoquinoline-5-sulfonamide C1(CC1)C=1N=CC=2C3=C(C=C(C2C1)S(=O)(=O)NCC(C)C)CC[C@H]3NC3=NN=CN3CC |o1:23|